3-(benzyloxy)-1-(2-chloroethyl)-3-methylazetidine C(C1=CC=CC=C1)OC1(CN(C1)CCCl)C